C(C)(C)(C)C1=C(C(=CC(=C1)C)C(C)(C)C)O 2,6-ditertiary-butyl-4-methyl-phenol